2-((1-(2-((tert-butyldimethylsilyl)oxy)ethyl)-6-((2,5-dichloropyrimidin-4-yl)amino)-2-oxo-1,2-dihydro-1,8-naphthyridin-3-yl)oxy)-N-methylacetamide [Si](C)(C)(C(C)(C)C)OCCN1C(C(=CC2=CC(=CN=C12)NC1=NC(=NC=C1Cl)Cl)OCC(=O)NC)=O